9,9-dioctyl-2,7-divinylfluorene C(CCCCCCC)C1(C2=CC(=CC=C2C=2C=CC(=CC12)C=C)C=C)CCCCCCCC